N1(CCNCC1)CCCO 3-(1-piperazinyl)-1-propanol